FC(OC1=CC=C(C=C1)C1=CN=C2N1C=CN=C2NC2=CC(=C(C(=O)N1CCN(CC1)C(CN(CC(=O)O)C)=O)C=C2)C)F 2-[[2-[4-[4-[[3-[4-(difluoromethoxy)phenyl]imidazo[1,2-a]pyrazin-8-yl]amino]-2-methylbenzoyl]piperazin-1-yl]-2-oxoethyl]-methylamino]acetic acid